FC=1C=C(C=C2CCN(C12)C(CC1=C(C=CC=C1)F)=O)C1=NC(=NC=C1)NC1=CC=NN1C 1-(7-fluoro-5-(2-((1-methyl-1H-pyrazol-5-yl)amino)pyrimidin-4-yl)indolin-1-yl)-2-(2-fluorophenyl)ethan-1-one